[4-(methoxymethyl)-4-piperidyl]methanol COCC1(CCNCC1)CO